tert-Butyl N-tert-butoxycarbonyl-N-[5-[8-(tert-butoxycarbonylamino)-3-[(3-cyanocyclobutoxy)carbonylamino]-7-fluoro-6-isoquinolyl]-4-methyl-3-pyridyl]carbamate C(C)(C)(C)OC(=O)N(C(OC(C)(C)C)=O)C=1C=NC=C(C1C)C=1C=C2C=C(N=CC2=C(C1F)NC(=O)OC(C)(C)C)NC(=O)OC1CC(C1)C#N